N1(N=CN=C1)[C@H]1[C@H]2CNC[C@@H](C1)N2C(=O)OC(C)(C)C Tert-butyl (1R,5R,6R)-6-(1H-1,2,4-triazol-1-yl)-3,8-diazabicyclo[3.2.1]octane-8-carboxylate